FC1=C(C(=CC=C1)C)N1CCC(CC1)N1C(N(C=2C(C1)=CN(N2)CC(C)(C)NS(=O)(=O)C2=C(C=CC=C2)[N+](=O)[O-])CC2=C(C=CC=C2)C(F)(F)F)=O N-{2-[5-[1-(2-Fluoro-6-methylphenyl)-piperidin-4-yl]-6-oxo-7-(2-trifluoromethyl-benzyl)-4,5,6,7-tetrahydro-pyrazolo[3,4-d]pyrimidin-2-yl]-1,1-dimethyl-ethyl}-2-nitrobenzenesulfonamide